ClC/C=C/C(=O)N1CC2=C([C@@H](C1)C1=C(C(=CC=C1)F)C=1C(=NN(C1)CC)C(F)(F)F)C=C(S2)C#N (S,E)-6-(4-chlorobut-2-enoyl)-4-(2-(1-ethyl-3-(trifluoromethyl)-1H-pyrazol-4-yl)-3-fluorophenyl)-4,5,6,7-tetrahydrothieno[2,3-c]pyridine-2-carbonitrile